ClC=1C=C(NC2(CCC3(C(CC4=CC=CC=C34)CCCC3=CC=C(C=C3)OC)CC2)C(=O)O)C=CC1 (1r,4r)-4-(3-Chloroanilino)-2'-[3-(4-methoxyphenyl)propyl]-2',3'-dihydrospiro[cyclohexane-1,1'-indene]-4-carboxylic acid